allyl-L-Glutamine C(C=C)N[C@@H](CCC(N)=O)C(=O)O